(3R)-3-[[(3R)-3-fluoropyrrolidin-1-yl]methyl]pyrrolidine-1-carboxylic acid tert-butyl ester C(C)(C)(C)OC(=O)N1C[C@H](CC1)CN1C[C@@H](CC1)F